1-tert-butyl 7'-methyl 8'-methyl-3'H-dispiro[azetidine-3,2'-[1]benzopyran-4',2''-[1,3]dioxolane]-1,7'-dicarboxylate CC1=C(C=CC2=C1OC1(CC23OCCO3)CN(C1)C(=O)OC(C)(C)C)C(=O)OC